C(C)(C)(C)OOC1(C(C=CC(=C1)C(C)C)C(C)C)OOC(C)(C)C 2,2-bis(t-butylperoxy)-p-diisopropylbenzene